[Si](C1=CC=CC=C1)(C1=CC=CC=C1)(C(C)(C)C)OCC1CCC(CC1)OCC(C)([2H])NC(OC(C)(C)C)=O Tert-butyl N-[2-[4-[[tert-butyl(diphenyl)silyl] oxymethyl] cyclohexoxy]-1-deuterio-1-methyl-ethyl]carbamate